COC(=O)C1=CC(N(C=C1Br)C=1OC(=NN1)C)=O 5-Bromo-1-(5-methyl-1,3,4-oxadiazol-2-yl)-2-oxo-1,2-dihydropyridine-4-carboxylic acid methyl ester